3,3-dimethyl-5-(piperidin-4-yl)-3,7-dihydrothieno[2,3-b]pyridin-6(2H)-one hydrochloride Cl.CC1(CSC=2NC(C(=CC21)C2CCNCC2)=O)C